C(C1=CC=CC=C1)OC(=O)N1C[C@H]([C@@](CCC1)(C)F)NC(=O)OCC1=CC=CC=C1 (3R,4S)-3-(((benzyloxy)carbonyl)amino)-4-fluoro-4-methylazepane-1-carboxylic acid benzyl ester